(±)-1-(8-Fluoro-6-(5-fluoro-2-((5-(piperidin-4-yl)pyridin-2-yl)amino)pyrimidin-4-yl)-2-methylquinolin-4-yl)ethanol trihydrochloride Cl.Cl.Cl.FC=1C=C(C=C2C(=CC(=NC12)C)[C@@H](C)O)C1=NC(=NC=C1F)NC1=NC=C(C=C1)C1CCNCC1 |r|